C(#N)C(C#N)C#N.C(C)N1CN(CC1)C 1-ethyl-3-methylimidazoline tricyanomethane salt